FC1=C(C=C(C=C1)C(O)C1=C2C(=CN=N1)SC=C2)C2=NC=NC1=CC(=CC=C21)N2CCOCC2 [4-Fluoro-3-(7-morpholin-4-yl-quinazolin-4-yl)-phenyl]thieno[2,3-d]-pyridazin-4-yl-methanol